(6R)-6-({7-bromo-2-[2-(trifluoromethoxy)phenyl][1,2,4]triazolo[1,5-c]quinazolin-5-yl}amino)-1,4-diazacycloheptan-5-one BrC1=CC=CC=2C=3N(C(=NC12)N[C@H]1C(NCCNC1)=O)N=C(N3)C3=C(C=CC=C3)OC(F)(F)F